ClC1=C(C=C(C=C1)N1C(CCCC12CCN(CC2)C2=NC=1N(C=C2)N=C(C1)C(F)(F)F)=O)F 1-(4-chloro-3-fluorophenyl)-9-(2-(trifluoromethyl)pyrazolo[1,5-a]pyrimidin-5-yl)-1,9-diazaspiro[5.5]undecan-2-one